IC1=CC=C(C=C1)C=1OC(C(N1)C(C(F)(F)F)=O)=O 2-(4-iodophenyl)-4-(2,2,2-trifluoroacetyl)oxazol-5(4H)-one